4-(4-vinylphenyl)azetidin-2-one iodine [I].C(=C)C1=CC=C(C=C1)C1CC(N1)=O